7-Fluoro-6-(1'-isobutyl-[1,4'-bipiperidin]-4-yl)-2-(4-(methylsulfonyl)phenyl)-1H-benzo[d]imidazol FC1=C(C=CC2=C1NC(=N2)C2=CC=C(C=C2)S(=O)(=O)C)C2CCN(CC2)C2CCN(CC2)CC(C)C